Bromoundecyltrichlorosilane BrCCCCCCCCCCC[Si](Cl)(Cl)Cl